ClC1=CC(=C(C=C1)[C@@H]1OC2=C(C=CC=C2C=C1)C1CCN(CC1)CC1=NC2=C(C=NC(=C2)C2=NOC(N2)=O)N1C[C@H]1OCC1)F (2-((4-((R)-2-(4-chloro-2-fluorophenyl)-2H-chromen-8-yl)piperidin-1-yl)methyl)-3-(((S)-oxetan-2-yl)methyl)-3H-imidazo[4,5-c]pyridin-6-yl)-1,2,4-oxadiazol-5(4H)-one